C(#N)C1=C(C=C(C=C1)NC(CCN1N=CC(=C1)F)=O)C(F)(F)F N-(4-cyano-3-(trifluoromethyl)phenyl)-3-(4-fluoro-1H-pyrazol-1-yl)propanamide